tert-butyl 2-{[(Z)-(1-{2-[(tert-butoxycarbonyl)amino]-1,3-thiazol-4-yl}-2-oxo-2-{[(4S)-3-oxo-1,2-oxazolidin-4-yl]amino}ethylidene)amino]oxy}-2-methylpropanoate C(C)(C)(C)OC(=O)NC=1SC=C(N1)/C(/C(N[C@@H]1C(NOC1)=O)=O)=N/OC(C(=O)OC(C)(C)C)(C)C